COC1[C@@H]([C@H](CO1)O)O (2r,3s,4r)-5-methoxytetrahydrofuran-3,4-diol